CN(C1CN(CC1)C(=O)OC(C)(C)C)CC1=NN=NN1C1=CC(=CC=C1)[N+](=O)[O-] tert-butyl 3-(methyl((1-(3-nitrophenyl)-1H-tetrazol-5-yl)methyl)amino)pyrrolidine-1-carboxylate